(S)-5-(3-(1-isopropyl-1H-imidazol-5-yl)phenyl)-5,8,8-trimethyl-3-(trifluoromethyl)-7,8,9,10-tetrahydrobenzo[b][1,8]naphthyridin-6(5H)-one C(C)(C)N1C=NC=C1C=1C=C(C=CC1)[C@@]1(C2=C(NC=3N=CC(=CC13)C(F)(F)F)CC(CC2=O)(C)C)C